BrC1=NN2C(NC3=C(C2=O)C2(CCN(CC2)C(=O)OC(C)(C)C)OC3)=N1 tert-butyl 2-bromo-8-oxo-5,8-dihydro-4H-spiro[furo[3,4-d][1,2,4]triazolo[1,5-a]pyrimidine-7,4'-piperidine]-1'-carboxylate